4-(2-(4-(5-chloro-2-(4-chloro-1H-1,2,3-triazol-1-yl)phenyl)-6-oxopyrimidin-1(6H)-yl)-2-fluoroacetamido)-N-ethyl-2-fluorobenzamide ClC=1C=CC(=C(C1)C=1N=CN(C(C1)=O)C(C(=O)NC1=CC(=C(C(=O)NCC)C=C1)F)F)N1N=NC(=C1)Cl